3,5-Diazabicyclo[5.4.0]undec-7-en C12CNCNCC2=CCCC1